CC1(C=2C=CC(=CC2C(=CC1)C1=CC=CC=C1)/C=C/C1=CC=C(C(=O)O)C=C1)C 4-[(1E)-2-(5,6-dihydro-5,5-dimethyl-8-phenyl-2-naphthyl)vinyl]-benzoic acid